(1-acetyl-3-piperidyl)oxyl-4-[(2R)-3-(3,4-dihydro-1H-isoquinolin-2-yl)-2-hydroxy-propyl]-2,3-dihydro-1,4-benzoxazepin-5-one C(C)(=O)N1CC(CCC1)OC1OC2=C(C(N(C1)C[C@@H](CN1CC3=CC=CC=C3CC1)O)=O)C=CC=C2